phosphorus tri-iodide P(I)(I)I